C1(CC1)NC(C1=C(C(=C(C(=C1)CC1=C(C(=NC=C1)NS(=O)(=O)CC)F)F)F)NC1=C(C=C(C=C1)C1CC1)F)=O N-Cyclopropyl-2-(4-Cyclopropyl-2-fluoroanilino)-5-[[2-(ethylsulfonylamino)-3-fluoropyridin-4-yl]methyl]-3,4-difluorobenzamide